5-(4-((3-Carbamoylbenzyl)oxy)phenyl)-2-oxo-6-(trifluoromethyl)-1,2-dihydropyridine-3-carboxamide C(N)(=O)C=1C=C(COC2=CC=C(C=C2)C=2C=C(C(NC2C(F)(F)F)=O)C(=O)N)C=CC1